3-(cyclopentylthio)-6,6-dimethyl-1-(1H-pyrazol-3-yl)-6,7-dihydrobenzo[c]thiophen-4(5H)-one C1(CCCC1)SC1=C2C(=C(S1)C1=NNC=C1)CC(CC2=O)(C)C